methyl 2,5-dihydroxy-3-methyl-benzoate OC1=C(C(=O)OC)C=C(C=C1C)O